C1(CCCCC1)[Si](OCCOC)(C1CCCCC1)C1CCCCC1 tricyclohexyl-(2-methoxyethoxy)silane